(3aR,6aR)-5-(5-cyclopropyl-6-((tetrahydro-2H-pyran-4-yl)methoxy)nicotinoyl)hexahydroPyrrolo[3,4-c]Pyrrole C1(CC1)C=1C(=NC=C(C(=O)N2C[C@@H]3[C@@H](C2)CNC3)C1)OCC1CCOCC1